di(o-nitrobenzyloxy)phenyl-t-butylsilane [N+](=O)([O-])C1=C(CO[Si](C(C)(C)C)(C2=CC=CC=C2)OCC2=C(C=CC=C2)[N+](=O)[O-])C=CC=C1